di(2-propenyl)di(tert-butoxy)silane allyl-2-(2-cyano-2-methylpropanoyl)-8-(5-((3,4-dichlorophenyl)difluoromethyl)-1,3,4-oxadiazol-2-yl)-2,6-diazaspiro[3.4]octane-6-carboxylate C(C=C)OC(=O)N1CC2(CN(C2)C(C(C)(C)C#N)=O)C(C1)C=1OC(=NN1)C(F)(F)C1=CC(=C(C=C1)Cl)Cl.C(C=C)[Si](OC(C)(C)C)(OC(C)(C)C)CC=C